Cl.O=C1N(CC2=C(C=CC=C12)OCC1CCNCC1)C1C(NC(CC1)=O)=O 3-[1-OXO-4-(PIPERIDIN-4-YLMETHOXY)-1,3-DIHYDRO-ISOINDOL-2-YL]-PIPERIDINE-2,6-DIONE HYDROCHLORIDE